O=C1C(CCC2=CC=CC=C12)C(=O)NC1=CC=CC=C1 1-oxo-N-phenyl-1,2,3,4-tetrahydronaphthalene-2-amide